N-(3-Chloro-4-(5-methyl-1H-1,2,4-triazol-1-yl)phenyl)-1-(isochinolin-8-yl)-5-(trifluoromethyl)-1H-pyrazol-4-carboxamid ClC=1C=C(C=CC1N1N=CN=C1C)NC(=O)C=1C=NN(C1C(F)(F)F)C=1C=CC=C2C=CN=CC12